O1CCN(CC1)C1=CC=C(CNCCC2=CC=CC=C2)C=C1 N-(4-Morpholinobenzyl)-2-phenylethane-1-amine